3',6'-dibromo-6-(hydroxymethyl)-3H-spiro[isobenzofuran-1,9'-xanthen]-3-one BrC=1C=CC=2C3(C4=CC=C(C=C4OC2C1)Br)OC(C1=CC=C(C=C13)CO)=O